BrC=1N=NC(=CC1)OC1=C(C=CC=C1)Cl 3-bromo-6-(2-chlorophenoxy)pyridazine